FC(OC1=CC=C(C(=O)C=[S](C)(C)Br)C=C1)(F)F 4-(trifluoromethoxy)benzoylmethylenedimethyl-sulfur bromide